C(C)(C)(C)OC(=O)N1CCN(CC1)C=1SC(=NN1)C=1C=NC(=CC1F)Cl 4-[5-(6-chloro-4-fluoropyridin-3-yl)-1,3,4-thiadiazol-2-yl]Piperazine-1-carboxylic acid tert-butyl ester